(E,E)-1-fluoro-2,5-bis(3-hydroxycarbonyl-4-hydroxy)styrylbenzene C1=CC(=C(C=C1/C=C/C2=CC(=C(C=C2)O)C(=O)O)F)/C=C/C3=CC(=C(C=C3)O)C(=O)O